(6-Amino-4-methoxy-3',4',5',6'-tetrahydro-2'H-[3,4']bipyridinyl-1'-yl)-[5-(4-fluoro-phenoxy)-4-methoxy-pyridin-2-yl]methanone NC1=CC(=C(C=N1)C1CCN(CC1)C(=O)C1=NC=C(C(=C1)OC)OC1=CC=C(C=C1)F)OC